1-cyclopropyl-N-((6-morpholinopyridazin-3-yl)methyl)methanamine C1(CC1)CNCC=1N=NC(=CC1)N1CCOCC1